5-[1-[1-(2-methoxyethyl)-5-methyl-pyrazol-4-yl]-3-(trifluoromethyl)pyrazol-4-yl]-1-methyl-imidazole-2-carboxamide COCCN1N=CC(=C1C)N1N=C(C(=C1)C1=CN=C(N1C)C(=O)N)C(F)(F)F